5-IODo-2-PYRIMIDINON IC=1C=NC(NC1)=O